ClC1=C(C(=CC=C1F)Cl)[C@@H](C)OC=1C(=NC=CC1)N 3-[[(1R)-1-(2,6-dichloro-3-fluorophenyl)ethyl]oxy]pyridin-2-amine